3-(5-imidazolyl)indole N1C=NC=C1C1=CNC2=CC=CC=C12